C(C)(=O)NC1CCC(OC1NC(C(F)(F)Br)=O)COC(C)=O 5-acetamido-2-(acetoxymethyl)-6-(2-bromo-2,2-difluoro-acetamido)-tetrahydro-2H-pyran